4-bromo-N-cyclopropyl-6-methyl-7-oxo-6,7-dihydro-1h-pyrrolo[2,3-c]pyridine-2-carboxamide BrC=1C2=C(C(N(C1)C)=O)NC(=C2)C(=O)NC2CC2